CC(CN)C(CCCCN)C 2,3-dimethylheptane-1,7-diamine